CC1=NC2=C(N1C1=C3C(=NC=C1)NC=C3)C=C(C=C2)C#CC2(CCCCC2)O 1-((2-methyl-1-(1H-pyrrolo[2,3-b]pyridin-4-yl)-1H-benzo[d]imidazol-6-yl)ethynyl)cyclohexan-1-ol